cyclohexenedial C1(C=CCCC1)(C=O)C=O